C(C)[C@H]1CN=C2N1C1=CC=C(C=C1C(N2CC2=CC(=NO2)C)=O)S(=O)(=O)NC2(CC2)C (S)-1-ethyl-N-(1-methylcyclopropyl)-4-((3-methylisoxazol-5-yl)methyl)-5-oxo-1,2,4,5-tetrahydroimidazo[1,2-a]quinazoline-7-sulfonamide